N1(C=NC=C1)C=1C=CC(=C(C1)O)C=1N=NC(=CN1)S[C@@H]1CNCC1 (S)-5-(1H-imidazol-1-yl)-2-(6-(pyrrolidin-3-ylthio)-1,2,4-triazin-3-yl)phenol